2-allylthio-1-(4-benzyloxyphenyl)ethane-1-one C(C=C)SCC(=O)C1=CC=C(C=C1)OCC1=CC=CC=C1